(R)-Methyl 2-fluoro-4-(2-hydroxy-3-(2H-tetrazol-2-yl)propoxy)benzoate FC1=C(C(=O)OC)C=CC(=C1)OC[C@@H](CN1N=CN=N1)O